[C@H]12CN(C[C@H](CC1)N2)C2=NC(=NC1=C(C(=C(C=C21)F)C2=C(N=CC(=N2)N)C(F)(F)F)F)OC[C@]21CCCN1C[C@@H](C2)F 6-(4-((1R,5S)-3,8-diazabicyclo[3.2.1]octan-3-yl)-6,8-difluoro-2-(((2R,7aS)-2-fluorotetrahydro-1H-pyrrolizin-7a(5H)-yl)methoxy)quinazolin-7-yl)-5-(trifluoromethyl)pyrazin-2-amine